rhodium(II) heptafluorobutyrate FC(C(C(C(=O)[O-])(F)F)(F)F)(F)F.[Rh+2].FC(C(C(C(=O)[O-])(F)F)(F)F)(F)F